C(C)(=O)OC1=CC=C(C(=O)C(=O)O)C=C1 4-acetoxybenzoyl-formic acid